tert-butyl 4-(3-(4-chloro-1H-pyrrolo[2,3-b]pyridin-5-yl)phenyl)-3-oxopiperazine-1-carboxylate ClC1=C2C(=NC=C1C=1C=C(C=CC1)N1C(CN(CC1)C(=O)OC(C)(C)C)=O)NC=C2